4-(3,5-difluoro-2-methylphenyl)butyric acid FC=1C(=C(C=C(C1)F)CCCC(=O)O)C